CC(C)(C)P(C(C)(C)C)C(C)(C)C.CC(C)(C)P(C(C)(C)C)C(C)(C)C.[Pd] palladium bis[tris(2-methylprop-2-yl)phosphane]